(S)-2-amino-3-(3-(3-((R)-2,3-dihydrobenzo[b][1,4]dioxin-2-yl)phenyl)-1,2,4-oxadiazol-5-yl)propan-1-ol N[C@H](CO)CC1=NC(=NO1)C1=CC(=CC=C1)[C@@H]1COC2=C(O1)C=CC=C2